C(C)(C)(C)OC(NC1=C(C(=CC(=C1F)C)Br)F)=O (3-bromo-2,6-difluoro-5-methylphenyl)carbamic acid tert-butyl ester